(3Z,6Z)-3-(2,5-Difluorophenyl)methylene-6-((5-isopropyl-1-(3-morpholinyl)propylimidazol-4-yl)methylene)piperazine-2,5-dione, hydrochloride Cl.FC1=C(C=C(C=C1)F)\C=C/1\C(N\C(\C(N1)=O)=C/C=1N=C(NC1C(C)C)C(CC)C1NCCOC1)=O